FC(C1=C(CN2C(C3=NN(C(=C3C2)C2=CC(=C(N)C=C2F)Cl)C2=C(C=CC=C2CC)CC)(C)C)C=CC(=C1)C(F)(F)F)(F)F 4-(5-(2,4-bis(trifluoromethyl)benzyl)-2-(2,6-diethylphenyl)-6,6-dimethyl-2,4,5,6-tetrahydropyrrolo[3,4-c]pyrazol-3-yl)-2-chloro-5-fluoroaniline